FC1=CC=C(C(=O)NCC=2N=NN(C2)[C@H](CC2=CC3=CC=CC=C3C=C2)C(NO)=O)C=C1 (R)-4-Fluoro-N-[1-(1-hydroxycarbamoyl-2-naphthalen-2-yl-ethyl)-1H-[1,2,3]triazol-4-ylmethyl]-benzamide